2-(5-amino-2-(furan-2-yl)-7H-pyrazolo[4,3-e][1,2,4]triazolo[1,5-c]pyrimidin-7-yl)-N,2-diphenylpropanamide NC1=NC2=C(C=3N1N=C(N3)C=3OC=CC3)C=NN2C(C(=O)NC2=CC=CC=C2)(C)C2=CC=CC=C2